2-(3-pentyloxycarbonyl)propionyloxy-1,3-propanediol CCC(CC)OC(=O)C(C(=O)OC(CCO)O)C